diethyl (2R,3R)-2,3-dihydroxysuccinate O[C@@H](C(=O)OCC)[C@H](C(=O)OCC)O